C(#N)C1=C(N=C2N(C1=O)C=C(C=C2[C@@H](C)NC2=C(C(=O)O)C=CC=C2)C)N2C[C@@H](C[C@H](C2)F)F 2-(((R)-1-(3-cyano-2-((3R,5R)-3,5-difluoropiperidin-1-yl)-7-methyl-4-oxo-4H-pyrido[1,2-a]pyrimidin-9-yl)ethyl)amino)benzoic acid